C1=C(C=CC2=CC=CC=C12)C(=O)NC(C(=O)N1[C@@H](C[C@@H](C1)N1N=NC=C1C(C)(C)O)C(=O)NC(CCCCNC(OCC1=CC=CC=C1)=O)C(C(=O)N)=O)CC1(COC1)C Benzyl (5-((2S,4S)-1-(2-(2-naphthamido)-3-(3-methyloxetan-3-yl)propanoyl)-4-(5-(2-hydroxypropan-2-yl)-1H-1,2,3-triazol-1-yl)pyrrolidin-2-carboxamido)-7-amino-6,7-dioxoheptyl)carbamat